2-amino-3,5-dichlorobenzene NC1=CC=C(C=C1Cl)Cl